CNS(=O)(=O)N1C=NC=C1 N-methylimidazole-1-sulfonamide